NC=1C(=C(OC=2C(=C(C(=O)OC(C)(C)C)C(=CC2)[N+](=O)[O-])C)C(=CC1)F)F tert-butyl 3-(3-amino-2,6-difluorophenoxy)-2-methyl-6-nitrobenzoate